[Ni].O(C1=CC=CC=C1)CCCC(=O)NCC(=O)N1C(CC(C1)C1=C(C=CC=C1)C)C(=O)N 1-((4-phenoxybutyryl)glycyl)-4-(ortho-tolyl)pyrrolidine-2-carboxamide nickel